((2,5-Dimethyl-4-nitrophenyl)imino)(isopropyl)(3-methoxyphenyl)-λ6-sulfanone CC1=C(C=C(C(=C1)[N+](=O)[O-])C)N=S(=O)(C1=CC(=CC=C1)OC)C(C)C